CC1=NC2=CC=CC=C2C(=C1)C=1C=C2CCN(CC2=CC1)C(C)=O 1-(6-(2-methylquinolin-4-yl)-3,4-dihydroisoquinolin-2(1H)-yl)ethan-1-one